tert-butyl (R)-(cyclopropylmethyl)(1-(6-(3-(4-(5-(pyrrolidin-1-yl)pyridazin-3-yl)-1H-1,2,3-triazol-1-yl)oxetan-3-yl)pyridin-3-yl)piperidin-3-yl)carbamate C1(CC1)CN(C(OC(C)(C)C)=O)[C@H]1CN(CCC1)C=1C=NC(=CC1)C1(COC1)N1N=NC(=C1)C=1N=NC=C(C1)N1CCCC1